C(#N)CC=1C=C(C(=NC1)NS(=O)(=O)C1=CNC(=C1)C1=CC=CC=C1)OC N-[5-(cyanomethyl)-3-methoxy-2-pyridyl]-5-phenyl-1H-pyrrole-3-sulfonamide